(R)-2-methylazetidin C[C@H]1NCC1